N(=[N+]=[N-])CC1=C2C=CN(C2=CC(=C1SC1=CC(=C(C=C1)F)C1=NN(C=C1)C(CCOCC(C#C)(C)C)C1=CC(=CC=C1)Br)F)S(=O)(=O)C1=CC=C(C)C=C1 4-(Azidomethyl)-5-((3-(1-(1-(3-bromophenyl)-3-((2,2-dimethylbut-3-yn-1-yl)oxy)propyl)-1H-pyrazol-3-yl)-4-fluorophenyl)thio)-6-fluoro-1-tosyl-1H-indole